3-methyl-2,3,5,6-heptanetetraol CC(C(C)O)(CC(C(C)O)O)O